6-(4-(3-chloro-4-fluorophenyl)-1-(3,3-difluorocyclobutyl)-1H-imidazol-5-yl)imidazo[1,2-b]pyridazine-3-carbonitrile ClC=1C=C(C=CC1F)C=1N=CN(C1C=1C=CC=2N(N1)C(=CN2)C#N)C2CC(C2)(F)F